methyl 5-(1-cyano-1-methyl-ethoxy)-3-ethylsulfanyl-pyridine-2-carboxylate C(#N)C(C)(OC=1C=C(C(=NC1)C(=O)OC)SCC)C